4-(aminomethyl)-N-cyclopropyl-benzenesulfonamide NCC1=CC=C(C=C1)S(=O)(=O)NC1CC1